5-((6-((1,5-dimethyl-1H-pyrazol-4-yl)amino)-1-methyl-1H-pyrazolo[3,4-d]pyrimidin-3-yl)amino)-N-(2-(2,2-dimethylpyrrolidin-1-yl)ethyl)-6-methylnicotinamide CN1N=CC(=C1C)NC1=NC=C2C(=N1)N(N=C2NC=2C(=NC=C(C(=O)NCCN1C(CCC1)(C)C)C2)C)C